3-(trifluoromethyl)cinnamoyl chloride FC(C=1C=C(C=CC(=O)Cl)C=CC1)(F)F